(3,5-difluoro-4-((6-methoxy-7-(3-(methylamino)propoxy)quinolin-4-yl)oxy)phenyl)-4-(oxetan-3-yloxy)pyridine-3-carboxamide FC=1C=C(C=C(C1OC1=CC=NC2=CC(=C(C=C12)OC)OCCCNC)F)C1=NC=CC(=C1C(=O)N)OC1COC1